BrC1=C2C=C3N(C2=C(C(=C1)Cl)Cl)CC(CC3)O 1-bromo-3,4-dichloro-6,7,8,9-tetrahydropyrido[1,2-a]indol-7-ol